CC=1N=NN(N1)C1=CC=C2C=CN=C(C2=C1)NCCN1C(C2=CC3=C(N=CC=C3N2CC1)OCC(F)(F)F)=O 11-[2-[[7-(5-methyltetrazol-2-yl)-1-isoquinolyl]amino]ethyl]-6-(2,2,2-trifluoroethoxy)-1,5,11-triazatricyclo[7.4.0.02,7]trideca-2,4,6,8-tetraen-10-one